Nickel-nickel-molybdenum [Mo].[Ni].[Ni]